γ-chloropropyl-Triacetoxysilane ClCCC[Si](OC(C)=O)(OC(C)=O)OC(C)=O